europium tetra(dibenzoylmethyl)-triethylammonium C(C1=CC=CC=C1)(=O)C(C(C1=CC=CC=C1)=O)C(C(C(C(C1=CC=CC=C1)=O)C(C1=CC=CC=C1)=O)(C(C(C1=CC=CC=C1)=O)C(C1=CC=CC=C1)=O)C(C(C1=CC=CC=C1)=O)C(C1=CC=CC=C1)=O)[NH+](CC)CC.[Eu+3]